(2-methyl-5-(propan-2-ylidene)cyclohexyl)(octyl)sulfane CC1C(CC(CC1)=C(C)C)SCCCCCCCC